CN1N=CC(=C1C)C1=CN2C(S1)=C(C=N2)C(=O)NC=2C=C(C=NC2C)NC(OC(C)(C)C)=O tert-butyl (5-(2-(1,5-dimethyl-1H-pyrazol-4-yl)pyrazolo[5,1-b]thiazole-7-carboxamido)-6-methylpyridin-3-yl)carbamate